3-acetyl-8-bromo-5-chloro-2-(methylsulfinyl)quinolin-4(1H)-one C(C)(=O)C1=C(NC2=C(C=CC(=C2C1=O)Cl)Br)S(=O)C